CNC1=C2NC=NC2=NC=N1 N-methyladenine